4-(3-(trifluoromethoxy)phenoxy)-3,5-difluorobenzaldehyde FC(OC=1C=C(OC2=C(C=C(C=O)C=C2F)F)C=CC1)(F)F